2-[[4-[3-(aminocarbonyl)-1-piperazinyl]-6-[[[4-(methoxycarbonyl)phenyl]methyl]amino]-2-pyrimidinyl]amino]-4-methyl-5-thiazolecarboxylic acid ethyl ester C(C)OC(=O)C1=C(N=C(S1)NC1=NC(=CC(=N1)N1CC(NCC1)C(=O)N)NCC1=CC=C(C=C1)C(=O)OC)C